N-(4-bromophenyl)-4-nitro-aniline BrC1=CC=C(C=C1)NC1=CC=C(C=C1)[N+](=O)[O-]